SC1=C(C(=O)O)C=C(C=C1CC)CC 2-mercapto-3,5-diethylbenzoic acid